FC=1C=C(C=CC1F)CC(C)(C)NC([C@@H](C)NC(OC(C)(C)C)=O)=O tert-butyl (R)-(1-((1-(3,4-difluorophenyl)-2-methylpropan-2-yl)amino)-1-oxopropan-2-yl)carbamate